COC1=CC=C(C(=N1)C)NC(C1=C(N=CC(=C1)C(F)(F)F)NC1=C(C=C(C=C1)C(F)(F)F)C)=O N-(6-methoxy-2-methylpyridin-3-yl)-2-((2-methyl-4-(trifluoromethyl)phenyl)amino)-5-(trifluoromethyl)nicotinamide